(E)-4-(4-(3,5-difluoro-4-((6S,8R)-8-Methyl-2-oxo-7-(2,2,2-trifluoroethyl)-2,3,6,7,8,9-hexahydrooxazolo[5,4-f]isoquinoline-6-yl)phenyl)piperazin-1-yl)-N,N-dimethylbut-2-enamide FC=1C=C(C=C(C1[C@H]1N([C@@H](CC2=C3C(=CC=C12)NC(O3)=O)C)CC(F)(F)F)F)N3CCN(CC3)C/C=C/C(=O)N(C)C